ethyl 2-(2-chlorobenzyl)-3-(pyrrolidine-1-yl)propanoate ClC1=C(CC(C(=O)OCC)CN2CCCC2)C=CC=C1